didecyl octanedioate C(CCCCCCC(=O)OCCCCCCCCCC)(=O)OCCCCCCCCCC